3-ethoxy-10H-spiro[acridine-9,1'-cyclopentane] C(C)OC=1C=CC2=C(C1)NC1=CC=CC=C1C21CCCC1